FC1(C2(CN(C2)C[C@@H](CC(=O)OC)C2=C(C=CC(=C2)N2N=C(C=C2C)C)F)CCNC1)F methyl (S)-4-(5,5-difluoro-2,7-diazaspiro[3.5]nonane-2-yl)-3-(5-(3,5-dimethyl-1H-pyrazol-1-yl)-2-fluorophenyl)butanoate